1-(3-fluoro-2-hydroxymethylphenyl)-3-[3-(2-aminoethylamino)-5-methoxyphenyl]urea FC=1C(=C(C=CC1)NC(=O)NC1=CC(=CC(=C1)OC)NCCN)CO